6-methylamino-1,3-bis(4-chlorophenyl)pyrimidine-2,4(1H,3H)-dione CNC1=CC(N(C(N1C1=CC=C(C=C1)Cl)=O)C1=CC=C(C=C1)Cl)=O